ClCC(=O)NC=1C=CC=C2C=CC=NC12 2-chloro-N-(quinoline-8-yl)acetamide